OC1CCN(CC1)C(=O)C=1C2=C(N(N1)CC(=O)N1CCC(CC1)C1=C(C(=CC=C1)C(F)(F)F)C)C[C@@H]1[C@H]2C1 2-((3bR,4aR)-3-(4-hydroxypiperidine-1-carbonyl)-3b,4,4a,5-tetrahydro-1H-cyclopropa[3,4]cyclopenta[1,2-c]pyrazol-1-yl)-1-(4-(2-methyl-3-(trifluoromethyl)phenyl)piperidin-1-yl)ethanone